ethyl 3-methoxy-1-(2-(trifluoromethyl) pyrimidin-5-yl)-1H-pyrazole-4-carboxylate COC1=NN(C=C1C(=O)OCC)C=1C=NC(=NC1)C(F)(F)F